N-methyl-3-methoxybenzylamine CNCC1=CC(=CC=C1)OC